8,8-dimethyl-2-(2-methylbenzene-1-carbonyl)-7-oxo-2-azaspiro[3.5]non-5-ene-6-carbonitrile CC1(C(C(=CC2(CN(C2)C(=O)C2=C(C=CC=C2)C)C1)C#N)=O)C